CN1C([C@@H]2N(C3=C1N=C(C=N3)C(F)(F)F)CCN(C2)C(=O)OC(C)(C)C)=O tert-Butyl (R)-5-methyl-6-oxo-3-(trifluoromethyl)-5,6,6a,7,9,10-hexahydro-8H-dipyrazino[1,2-a:2',3'-e]pyrazine-8-carboxylate